methyl-2-(methoxyimino)-N-methylacetamide CC(C(=O)NC)=NOC